OC1=C(C=C(C=C1)OCC1=NC=C(C=C1)OC)NC(=O)C=1C=CC(=NC1)C(=O)NC 5-N-{2-hydroxy-5-[(5-methoxypyridin-2-yl)methoxy]phenyl}-2-N-methylpyridine-2,5-dicarboxamide